BrC=1C=CC2=C([Se]C3=C2C=CC=C3)C1 3-bromodibenzo[b,d]selenophene